CC=1C=C(C=C(C1)C)C1=CC2=C(C(=CO2)CNC2CNCC2)C=C1C1=CC=C(C#N)C=C1 4-(6-(3,5-dimethylphenyl)-3-((pyrrolidin-3-ylamino)methyl)benzofuran-5-yl)benzonitrile